(±)-5-((4-Chloro-3-((S-methylsulfonimidoyl)methyl)phenyl)amino)-7-(cyclopropylamino)pyrazolo[1,5-a]pyrimidin-3-carbonitril ClC1=C(C=C(C=C1)NC1=NC=2N(C(=C1)NC1CC1)N=CC2C#N)C[S@@](=O)(=N)C |r|